(1-(1H-pyrazole-3-carbonyl)piperidin-4-yl)(5-phenyl-4,5-dihydro-1H-pyrazol-1-yl)methanone N1N=C(C=C1)C(=O)N1CCC(CC1)C(=O)N1N=CCC1C1=CC=CC=C1